COCCOCCN1CCN(CC1)CC1=CC=C(C=N1)NC1=NC=CC=N1 N-(6-((4-(2-(2-methoxyethoxy)ethyl)piperazin-1-yl)methyl)pyridin-3-yl)pyrimidin-2-amine